FC1(CCN(CC1)C=1C=C(C=C(C1)C)NC1=C2C(=CC(=NC2=CC=N1)NC(CO)(C)C)N1CCC2(CC2)CC1)F 2-((5-((3-(4,4-Difluoropiperidin-1-yl)-5-methylphenyl)amino)-4-(6-azaspiro[2.5]octan-6-yl)-1,6-naphthyridin-2-yl)amino)-2-methylpropan-1-ol